ClC=1C=C(C=CC1C)N1N=CC(=C1)[C@H](C(=O)NC1=NNC(=C1)C1CC1)C (R)-2-(1-(3-chloro-4-methylphenyl)-1H-pyrazol-4-yl)-N-(5-cyclopropyl-1H-pyrazol-3-yl)propanamide